(1S,8R,9R)-9-methyl-12-(prop-2-yl)-12-azatricyclo[6.3.1.02,7]Dodeca-2,4,6-triene hydrochloride Cl.C[C@H]1[C@@H]2C3=CC=CC=C3[C@H](CC1)N2C(C)C